ClC=1C=C(C=C2C=C(N=CC12)NC(=O)[C@H]1[C@H](C1)F)C=1C=NC=CC1 |r| (±)-cis-N-[8-chloro-6-(3-pyridyl)-3-isoquinolyl]-2-fluoro-cyclopropanecarboxamide